3-[6-methoxy-2-methyl-4-(trifluoromethyl)phenyl]-8-[(3R)-1-methylhexahydropyridin-3-yl]-5,6,7,8-tetrahydropyrido[2,3-c][1,2]diazin-5-ol COC1=CC(=CC(=C1C1=CC2=C(N=N1)N(CCC2O)[C@H]2CN(CCC2)C)C)C(F)(F)F